FC1(CN(CC1)CC1=CC2=CC=C(C=C2C[C@@H]1C)OCCC)C(=O)O 3-fluoro-1-[((3S)-3-methyl-6-propoxy-3,4-dihydronaphthalen-2-yl)methyl]Pyrrolidine-3-carboxylic acid